C1(=CC(=CC=C1)C1=CC(=NC(=N1)C1=CC=CC=C1)C1=C(C=CC=C1)C=1C=C2C=3C=CC(=CC3C3(C2=CC1)CCCCC3)C#N)C3=CC=CC=C3 6'-(2-(6-([1,1'-biphenyl]-3-yl)-2-phenylpyrimidin-4-yl)phenyl)spiro[cyclohexane-1,9'-fluorene]-2'-carbonitrile